NC1=NC=CC(=C1)C1=CNC=2N=CC=C(C21)NCC2=NC(=CC(=C2)C(F)(F)F)N2C[C@H](N[C@H](C2)C)C 3-(2-aminopyridin-4-yl)-N-((6-((3R,5S)-3,5-dimethylpiperazin-1-yl)-4-(trifluoromethyl)pyridin-2-yl)methyl)-1H-pyrrolo[2,3-b]pyridin-4-amine